CCCCC/C=C\\C/C=C\\CCCCCCCC(=O)O[C@H](CC(=O)[O-])C[N+](C)(C)C The molecule is an O-octadecadienoyl-L-carnitine where the acyl group specified is linoleyl. It has a role as a human metabolite and a human urinary metabolite. It derives from a linoleic acid.